C1CCC2=C(C=CC=C12)[C@@H]1[C@H](CC=2C(=NC(=NC2C1)OC[C@H]1N(CCC1)C)N1C[C@@H](N(CC1)C(C=C)=O)CC#C)C 1-((S)-4-((6S,7S)-7-(2,3-dihydro-1H-inden-4-yl)-6-methyl-2-(((S)-1-methylpyrrolidin-2-yl)methoxy)-5,6,7,8-tetrahydroquinazolin-4-yl)-2-(prop-2-yn-1-yl)piperazin-1-yl)prop-2-en-1-one